CC/C=C\CC(/C=C/C=C\C/C=C\C=C\C(CCCCCC(=O)O)O)O 7(S),17(S)-dihydroxy-8(E),10(Z),13(Z),15(E),19(Z)-Docosapentaenoic Acid